Cl.NC1=NC(=CC(=N1)C1=CCC2(CC(NC2)C(=O)O)CC1)O[C@@H](C(F)(F)F)C1=C(C=C(C=C1)Cl)C=1CCCOC1 8-(2-amino-6-((R)-1-(4-chloro-2-(3,4-dihydro-2H-pyran-5-yl)phenyl)-2,2,2-trifluoroethoxy)pyrimidin-4-yl)-2-azaspiro[4.5]dec-7-ene-3-carboxylic acid hydrochloride